FC1=CC=C(C=C1)N1C(N(C=C(C1=O)C(=O)NC1=CC=C(C=N1)OC1=CC=NC2=CN=C(C=C12)C(=O)NC1CC2CCC(C1)N2C)C(C)C)=O 4-[[6-[[3-(4-fluorophenyl)-1-isopropyl-2,4-dioxo-pyrimidine-5-carbonyl]amino]-3-pyridyl]oxy]-N-(8-methyl-8-azabicyclo[3.2.1]octan-3-yl)-1,7-naphthyridine-6-carboxamide